(3R)-3-({5-[2-chloro-5-(1,2,4-oxadiazol-3-yl)phenyl]-1-trityl-1H-indazol-3-yl}carbamoyl)piperidine-1-carboxylic acid tert-butyl ester C(C)(C)(C)OC(=O)N1C[C@@H](CCC1)C(NC1=NN(C2=CC=C(C=C12)C1=C(C=CC(=C1)C1=NOC=N1)Cl)C(C1=CC=CC=C1)(C1=CC=CC=C1)C1=CC=CC=C1)=O